C(C)(C)(C)OC(=O)NC1CCC(CC1)(F)CN1CCN(CC1)C(=O)OCC1=CC=CC=C1 benzyl 4-(((1s,4s)-4-((tert-butoxycarbonyl)amino)-1-fluorocyclohexyl)methyl)piperazine-1-carboxylate